2-((2-(benzo[c][1,2,5]oxadiazol-5-ylmethoxy)-4-((2-chloro-[1,1'-biphenyl]-3-yl)methoxy)-5-nitrobenzyl)amino)ethane-1-sulfonic acid N=1ON=C2C1C=CC(=C2)COC2=C(CNCCS(=O)(=O)O)C=C(C(=C2)OCC=2C(=C(C=CC2)C2=CC=CC=C2)Cl)[N+](=O)[O-]